C(C)(C)(C)OC(CC(CC1=C(C=C(C(=C1)F)F)Br)=O)=O 4-(2-bromo-4,5-difluorophenyl)-3-oxobutanoic acid tert-butyl ester